6-(2-(difluoromethoxy)phenyl)-3-(2-(1,1-dioxothiomorpholino)pyrimidin-5-yl)-8,9-dihydro-6H-pyridazino[1,2-a]indazol-11(7H)-one FC(OC1=C(C=CC=C1)C1CCCN2N1C1=CC(=CC=C1C2=O)C=2C=NC(=NC2)N2CCS(CC2)(=O)=O)F